1-(1-hexyn-1-yl)-2-methoxy-benzene C(#CCCCC)C1=C(C=CC=C1)OC